6'-(2-chloropyridin-3-yl)-2'-(3-fluoro-4-(trifluoromethyl)benzyl)-1'-oxo-1',4'-dihydro-2'H-spiro[cyclopentane-1,3'-isoquinoline]-4'-carboxylic acid ClC1=NC=CC=C1C=1C=C2C(C3(N(C(C2=CC1)=O)CC1=CC(=C(C=C1)C(F)(F)F)F)CCCC3)C(=O)O